dimethylsilyl-styrene C[SiH](C)C=CC1=CC=CC=C1